4-ethoxy-N-(3-fluoro-4-({2-[5-(morpholinomethyl)pyridin-2-yl]thieno[3,2-b]pyridin-7-yl}oxy)phenyl)-1-(4-fluorophenyl)-2-oxo-1,2-dihydropyridine-3-carboxamide C(C)OC1=C(C(N(C=C1)C1=CC=C(C=C1)F)=O)C(=O)NC1=CC(=C(C=C1)OC1=C2C(=NC=C1)C=C(S2)C2=NC=C(C=C2)CN2CCOCC2)F